(S)-N-((4-(cyclopropylethynyl)-6-fluoro-2-oxo-4-(trifluoromethyl)-1,2,3,4-tetrahydroquinazolin-7-yl)methyl)oxazole-2-carboxamide C1(CC1)C#C[C@@]1(NC(NC2=CC(=C(C=C12)F)CNC(=O)C=1OC=CN1)=O)C(F)(F)F